N=1N2C(=CC1C=1C=C(C=NC1OC1=CC=C(C=C1)C(F)(F)F)S(=O)(=O)NC)CCC2 5-(5,6-dihydro-4H-pyrrolo[1,2-b]pyrazol-2-yl)-N-methyl-6-[4-(trifluoromethyl)phenoxy]pyridine-3-sulfonamide